ClC1=C(C=CC=C1)C1(C(C(CCC1)OC)=O)N(C)C 2-(2-Chlorophenyl)-2-(dimethylamino)-6-methoxycyclohexanon